CN1N=CC(=C1)C=1C=C(N)C=CC1C(F)(F)F 3-(1-methyl-1H-pyrazol-4-yl)-4-(trifluoromethyl)aniline